N-(4-methoxyphenylethyl)naphthalene-2-sulfonamide COC1=CC=C(C=C1)CCNS(=O)(=O)C1=CC2=CC=CC=C2C=C1